C(\C=C\C1=CC(OC)=C(O)C(OC)=C1)(=O)OC[C@@H](OC(\C=C\C1=CC(OC)=C(O)C(OC)=C1)=O)COP(=O)(O)OCCN 1,2-bissinapoyl-sn-glycero-3-phosphoethanolamine